dichloro-pyridine ClC=1C(=NC=CC1)Cl